tert-butyl 3-[[6-chloro-8-(methoxycarbonyl) pyrido[3,2-d]pyrimidin-4-yl] amino]-5-fluoropiperidine-1-carboxylate ClC=1C=C(C=2N=CN=C(C2N1)NC1CN(CC(C1)F)C(=O)OC(C)(C)C)C(=O)OC